N-(1-(3-(2-cyclopropylpyridin-4-yl)isoxazol-5-yl)ethyl)-2-methylpropane-2-sulfinamide C1(CC1)C1=NC=CC(=C1)C1=NOC(=C1)C(C)NS(=O)C(C)(C)C